1-((acetyl(2-((3-bromophenyl)(4-fluorophenyl)amino)ethyl)carbamoyl)oxy)ethyl 2-aminoacetate hydrochloride Cl.NCC(=O)OC(C)OC(N(CCN(C1=CC=C(C=C1)F)C1=CC(=CC=C1)Br)C(C)=O)=O